FC(C1=NC=C(C(=C1)C1=CC(=NC=C1C(=O)NC=1SC(=NN1)[C@@H]1[C@H](C1)C#C)N1C(C=C(C=C1)C)=O)OC)F 2''-(difluoromethyl)-N-(5-((1S,2S)-2-ethynylcyclopropyl)-1,3,4-thiadiazol-2-yl)-5''-methoxy-4-methyl-2-oxo-2H-[1,2':4',4''-terpyridine]-5'-carboxamide